(1R,3S)-3-(3-{[(5-meth-oxy-1,3-thiazol-2-yl)acetyl]amino}-1H-pyrazol-5-yl)cyclopentyl tert-butyl-carbamate C(C)(C)(C)NC(O[C@H]1C[C@H](CC1)C1=CC(=NN1)NC(CC=1SC(=CN1)OC)=O)=O